COC[C@@H]1CNC(N1C1=CC=C(C=C1)C)=O (S)-5-(methoxymethyl)-1-(p-tolyl)imidazolidin-2-one